N-glycylpropyl-p-nitroaniline hydrochloride Cl.NCC(=O)CCCNC1=CC=C(C=C1)[N+](=O)[O-]